4-benzyl-2-(5-fluoro-6-methyl-2-pyridyl)morpholine C(C1=CC=CC=C1)N1CC(OCC1)C1=NC(=C(C=C1)F)C